ClC1=C(C(=CC=C1)Cl)C=1N=C(NC1)C=1SC=CC1 4-(2,6-dichlorophenyl)-2-(2-thienyl)imidazole